N1=CC=C(C=C1)C1=CN=C2N1N=C(C=C2)NCC=2SC=CC2 3-(4-pyridyl)-N-(2-thienylmeth-yl)imidazo[1,2-b]pyridazin-6-amine